(S)-4-(8-fluoro-5-(4-fluoro-3-methoxyphenyl)-6-(2-hydroxy-1-methoxybutan-2-yl)-1,5-dihydropyrrolo[2,3-f]indazol-7-yl)benzoic acid FC=1C2=C(C=C3C=NNC13)N(C(=C2C2=CC=C(C(=O)O)C=C2)[C@](COC)(CC)O)C2=CC(=C(C=C2)F)OC